N-((2R,3S)-2-(((cis-4-isopropylcyclohexyl)oxy)methyl)-1-((3-oxocyclobutyl)carbonyl)piperidin-3-yl)methanesulfonamide C(C)(C)[C@H]1CC[C@H](CC1)OC[C@@H]1N(CCC[C@@H]1NS(=O)(=O)C)C(=O)C1CC(C1)=O